1-allyl-3-propyltrimethoxysilane C(C=C)CCC[Si](OC)(OC)OC